FC(F)(F)C=1N=CC2=C(N1)NC=C2 (trifluoromethyl)-7H-pyrrolo[2,3-d]pyrimidine